1-(3-methylphenyl)-4-{3-[(7-trifluoromethylquinolin-4-yl)amino]Formyl-phenyl}piperazine CC=1C=C(C=CC1)N1CCN(CC1)C1=CC(=CC=C1)C(=O)NC1=CC=NC2=CC(=CC=C12)C(F)(F)F